C(C)(C)(C)C1=C(C=CC(=C1)C(C)(C)C)P(C1=C(C=C(C=C1)C(C)(C)C)C(C)(C)C)(C1=C(C=C(C=C1)C(C)(C)C)C(C)(C)C)=O tris(2,4-di-t-butylphenyl)phosphine oxide